NC1=NC=CC=C1C1=NC=2C(=NC(=CC2)C#N)N1C=1C=C2CC[C@@H](C2=CC1)NC(C1=CC(=C(C=C1)O)C=O)=O (S)-N-(5-(2-(2-aminopyridin-3-yl)-5-cyano-3H-imidazo[4,5-b]pyridin-3-yl)-2,3-dihydro-1H-inden-1-yl)-3-formyl-4-hydroxybenzamide